N-[4-(2-Dimethylamino-ethyl)-phenyl]-4-methyl-3-{4-[5-(4-methyl-isoxazol-5-yl)-pyridin-3-yl]-pyrimidin-2-ylamino}-benzamide CN(CCC1=CC=C(C=C1)NC(C1=CC(=C(C=C1)C)NC1=NC=CC(=N1)C=1C=NC=C(C1)C1=C(C=NO1)C)=O)C